ClC1=CC=C(C2=C1C=C(O2)CNC(=O)C=2C=NN1C2N=CC=C1)C(=O)OCC(F)(F)F 2,2,2-Trifluoroethyl 4-chloro-2-((pyrazolo[1,5-a]pyrimidine-3-carboxamido)methyl)benzofuran-7-carboxylate